(S)-2-((S)-2-acetamido-3-(1-methyl-1H-imidazol-5-yl)propionylamino)-5,5-dimethylhexanoic acid C(C)(=O)N[C@H](C(=O)N[C@H](C(=O)O)CCC(C)(C)C)CC1=CN=CN1C